(5S)-1'-[7-(3-chloro-2-methoxy-4-pyridyl)-6-methyl-pyrazolo[1,5-a]pyrazin-4-yl]spiro[5,7-dihydrocyclopenta[b]pyridine-6,4'-piperidine]-5-amine ClC=1C(=NC=CC1C1=C(N=C(C=2N1N=CC2)N2CCC1(CC2)[C@@H](C=2C(=NC=CC2)C1)N)C)OC